hydroxy-3-phenyl-propanoate OC(C(=O)[O-])CC1=CC=CC=C1